2-[(3R)-3-[1-[2-fluoro-5-[[6-fluoro-4-(methylsulfonylmethyl)-1H-indol-5-yl]oxy]phenyl]pyrazol-3-yl]-3-methyl-2H-benzofuran-7-yl]acetic acid FC1=C(C=C(C=C1)OC=1C(=C2C=CNC2=CC1F)CS(=O)(=O)C)N1N=C(C=C1)[C@@]1(COC2=C1C=CC=C2CC(=O)O)C